N[C@H]1CN(C[C@@H]1C)C1=C2C=NN(C2=CC=C1NC(=O)C1=NN(C(C=C1)=O)C1=C(C=CC=C1F)F)C1CC1 N-(4-((3R,4S)-3-amino-4-methylpyrrolidin-1-yl)-1-cyclopropyl-1H-indazol-5-yl)-1-(2,6-difluorophenyl)-6-oxo-1,6-dihydropyridazine-3-carboxamide